N-(cis-4-isopropylcyclohexyl)-3,5-bis-[cis-4-isopropylcyclohexylcarbonylamino]-benzamide C(C)(C)[C@H]1CC[C@H](CC1)NC(C1=CC(=CC(=C1)NC(=O)[C@@H]1CC[C@@H](CC1)C(C)C)NC(=O)[C@@H]1CC[C@@H](CC1)C(C)C)=O